COC1=CC=C(C(=O)NC2CCC(CC2)NC2=CC=CC=3N2C=C(N3)C(F)F)C=C1 4-methoxy-N-[(1s,4s)-4-{[2-(difluoromethyl)imidazo[1,2-a]pyridin-5-yl]amino}cyclohexyl]benzamide